(3S)-2-deoxyerythrose O=CC[C@H](O)CO